C1(CCCCC1)C(=O)N1CCC(CC1)C=1SC=C(N1)C1=C(C(=NS1)Cl)Cl cyclohexyl-(4-(4-(3,4-dichloroisothiazole-5-yl)thiazol-2-yl)piperidin-1-yl)methanone